C(C)(C)(C)OC(N(C)C1CCN(CC1)C1=CC(=C(C=C1)NC1=NC=C(C(=N1)NC1=C(C=CC=C1)N(S(=O)(=O)C)C)Cl)OC)=O tertiary butyl(1-(4-((5-chloro-4-((2-(N-methylmethylsulfonamido)phenyl)amino)pyrimidin-2-yl)amino)-3-methoxyphenyl)piperidin-4-yl)(methyl)carbamate